(S)-5-bromo-2-(3,3-dimethylbut-2-yl)-7-fluoroisoindol-1-one BrC=1C=C2CN(C(C2=C(C1)F)=O)[C@@H](C)C(C)(C)C